N-cyclooctyl-2-methyl-undecan-1-imine oxide C1(CCCCCCC1)[N+](=CC(CCCCCCCCC)C)[O-]